C(C)C(=O)N1CCOCCC1 4-N-ethylcarbonyl-1,4-oxaazepane